FC(C1=C2C(C(C(C2=CC=C1OC=1C=C(C#N)C=C(C1)F)C)(F)F)O)F 3-((4-(difluoromethyl)-2,2-difluoro-3-hydroxy-1-methyl-2,3-dihydro-1H-inden-5-yl)oxy)-5-fluorobenzonitrile